7-(3-(3-(4-chlorophenyl)-3,8-diazabicyclo[3.2.1]octan-8-yl)propyl)-1,6-naphthyridin-5(6H)-one ClC1=CC=C(C=C1)N1CC2CCC(C1)N2CCCC=2NC(C=1C=CC=NC1C2)=O